tetrabromobisphenol A diphenyl-phosphate C1(=CC=CC=C1)OP(=O)(OC1=CC=CC=C1)O.BrC1=C(C(=C(C(=C1O)Br)Br)C(C)(C)C1=CC=C(C=C1)O)Br